C(=C)C1=C(CC=C(C(=O)O)C)C=CC=C1.C(C(=C)C)(=O)OC methyl methacrylate (2-vinylbenzyl methacrylate)